5-(2-(thiazole-5-yl)vinyl)benzene-1,3-diol S1C=NC=C1C=CC=1C=C(C=C(C1)O)O